ClC1=CC=C(N[C@H]2[C@@H](CN(CC2)C=2C3=C(N(C(C2C#N)=O)C)SC(=N3)C)C)C=C1 7-[(3R,4R)-4-(4-chloroanilino)-3-methyl-1-piperidinyl]-2,4-dimethyl-5-oxo-thiazolo[5,4-b]pyridine-6-carbonitrile